2,3-dibromo-2-methylpropylether BrC(COCC(CBr)(Br)C)(CBr)C